(5-(morpholinosulfonyl)pyridin-3-yl)boronic acid O1CCN(CC1)S(=O)(=O)C=1C=C(C=NC1)B(O)O